3-(dodecylamino)pyridine C(CCCCCCCCCCC)NC=1C=NC=CC1